C(CC)[C@@]1(C[C@H](CC1)C=1C=C2C=NC=NC2=CC1)C(=O)O cis-1-propyl-3-(quinazolin-6-yl)cyclopentane-1-carboxylic acid